5-(4-((3-ethyl-2-oxo-1,2,3,4-tetrahydroquinazolin-7-yl)methyl)piperazin-1-yl)-N-methylpyridinecarboxamide C(C)N1C(NC2=CC(=CC=C2C1)CN1CCN(CC1)C=1C=CC(=NC1)C(=O)NC)=O